4-((3S,5R)-3-amino-5-methylpiperidin-1-yl)-6,7-dihydro-5H-cyclopenta[b]pyridin N[C@@H]1CN(C[C@@H](C1)C)C1=C2C(=NC=C1)CCC2